O=C1NC(CCC1N1C(C2=CC=C(C=C2C1=O)N1CCN(CC1)CCC1CCN(CC1)C1=CC(=NC=C1C)NC=1C=C2C=CN=CC2=CC1)=O)=O 2-(2,6-dioxopiperidin-3-yl)-5-(4-(2-(1-(2-(isoquinolin-6-ylamino)-5-methylpyridin-4-yl)piperidin-4-yl)ethyl)piperazin-1-yl)isoindoline-1,3-dione